BrC=1C=2C3=C(NC2C(=C(C1)Cl)Cl)C(CNC(C3)=O)CC(C)(C)O 10-bromo-7,8-dichloro-5-(2-hydroxy-2-methylpropyl)-3,4,5,6-tetrahydroazepino[4,5-b]indol-2(1H)-one